COC=1CC(C=C)(C=CC1)[2H] 3-methoxystyrene-1-d1